N-(2,2-difluoroethyl)-2-methyl-5-[(2-methyl-1,3-thiazol-5-yl)methoxy]-2H-indazole-3-carboxamide FC(CNC(=O)C=1N(N=C2C=CC(=CC12)OCC1=CN=C(S1)C)C)F